C(C)(C)(C)C1=CC2(C(C(=NO2)C=2SC=CC2)C2=CC=CC=C2)C=C(C1=O)C(C)(C)C 7,9-di-tert-butyl-4-phenyl-3-(thiophen-2-yl)-1-oxa-2-azaspiro[4.5]deca-2,6,9-trien-8-one